6-(cyclopropylmethoxy)quinoline-4-carboxylic acid C1(CC1)COC=1C=C2C(=CC=NC2=CC1)C(=O)O